3-(3,5-dimethoxyphenoxy)pyridine COC=1C=C(OC=2C=NC=CC2)C=C(C1)OC